5-amino-7-fluoro-N-(2-((4-(pyridin-2-yl)piperazin-1-yl)methyl)benzyl)imidazo[1,2-c]quinazoline-2-carboxamide NC1=NC=2C(=CC=CC2C=2N1C=C(N2)C(=O)NCC2=C(C=CC=C2)CN2CCN(CC2)C2=NC=CC=C2)F